((6-methyl-4-(methylthio)-2-oxo-1,2-dihydropyridin-3-yl)methyl)-2-(1-(4,4,4-trifluorobutyl)piperidin-4-yl)benzo[d][1,3]dioxole-5-carboxamide CC1=CC(=C(C(N1)=O)CC1=C(C=CC=2OC(OC21)C2CCN(CC2)CCCC(F)(F)F)C(=O)N)SC